6-{7-[3-(4-fluoro-4-methylpiperidin-1-yl)propoxy]imidazo[1,2-a]pyridin-3-yl}-N-{[4-(1-methyl-1H-pyrazol-4-yl)phenyl]methyl}pyrimidin-4-amine FC1(CCN(CC1)CCCOC1=CC=2N(C=C1)C(=CN2)C2=CC(=NC=N2)NCC2=CC=C(C=C2)C=2C=NN(C2)C)C